C1(CC1)S(=O)(=NC1=NC(=NC(=C1)N1[C@@H](COCC1)C)C1=C2C(=NC=C1)N(C=C2)S(=O)(=O)C2=CC=C(C)C=C2)C Cyclopropyl(methyl)((6-((R)-3-methylmorpholino)-2-(1-tosyl-1H-pyrrolo[2,3-b]pyridin-4-yl)pyrimidin-4-yl)imino)-λ6-sulfanone